ClC1=C(N[N+]#N)C(=CC(=C1)[N+](=O)[O-])Cl 2,6-dichloro-4-nitroanilinediazonium